tert-butyl 5-(7,8-dimethyl-[1,2,4]triazolo[1,5-a]pyridin-6-yl)-4-isopropyl-3-methyl-2-((1S,4S)-5-oxobicyclo[2.2.1]heptan-2-yl)-6H-thieno[2,3-b]pyrrole-6-carboxylate CC1=C(C=2N(C=C1C1=C(C3=C(N1C(=O)OC(C)(C)C)SC(=C3C)C3[C@@H]1CC([C@H](C3)C1)=O)C(C)C)N=CN2)C